FC1(C[C@@H](N(C1)C1CCN(CC1)C1CC2(C1)CN(CC2)C(=O)OCC)C(N(C)OC)=O)F ethyl 2-(4-{(2R)-4,4-difluoro-2-[methoxy(methyl)carbamoyl]pyrrolidin-1-yl}piperidin-1-yl)-6-azaspiro[3.4]octane-6-carboxylate